N=1NC(=CC1)C1=CC=CC2=C1OC(CO2)CNC(=O)C=2OC(=CC2)CN2CCN(CC2)C 5-(4-Methyl-piperazin-1-ylmethyl)-furan-2-carboxylic acid [8-(2H-pyrazol-3-yl)-2,3-dihydro-benzo[1,4]dioxin-2-ylmethyl]-amide